C(C)(C)(C)OC(NC1=CC(=C(C(=C1)CO)Br)OCCO[Si](C)(C)C(C)(C)C)=O N-[4-bromo-3-[2-[tert-butyl-(dimethyl)silyl]oxyethoxy]-5-(hydroxymethyl)phenyl]carbamic acid tert-butyl ester